OC1=C(C=CC=C1)C=1C=C2N3CCN(CC3CNC2=NN1)CCC=O 3-[4-(2-hydroxyphenyl)-1,5,6,8,12-pentaazatricyclo[8.4.0.02,7]Tetradeca-2,4,6-trien-12-yl]Propionaldehyde